4-Chloro-3-fluoro-benzoic acid [(2R)-3-(3-ethyl-4-oxo-spiro[6,8-dihydro-5H-pyrazolo[4,3-c]azepin-7,4'-tetrahydropyran]-1-yl)-2-methyl-propyl] ester C(C)C1=NN(C2=C1C(NCC1(CCOCC1)C2)=O)C[C@H](COC(C2=CC(=C(C=C2)Cl)F)=O)C